C(C)OC(=O)C1CC12CCCC1=CC=CC=C21 3',4'-dihydro-2'h-spiro[cyclopropane-1,1'-naphthalene]-3-carboxylic acid ethyl ester